1-(2,2,6,6-tetramethylpiperidin-4-yl)-1H-pyrazolo[3,4-c]pyridazin CC1(NC(CC(C1)N1N=CC=2C1=NN=CC2)(C)C)C